tert-butyl (tert-butoxycarbonyl)(7-(4-oxocyclohexyl)-5-(4-phenoxyphenyl)-7H-pyrrolo[2,3-d]pyrimidin-4-yl)carbamate C(C)(C)(C)OC(=O)N(C(OC(C)(C)C)=O)C=1C2=C(N=CN1)N(C=C2C2=CC=C(C=C2)OC2=CC=CC=C2)C2CCC(CC2)=O